(E)-(4-bromo-3-chloro-4-methylpent-1-en-1-yl)benzene BrC(C(/C=C/C1=CC=CC=C1)Cl)(C)C